8-(4-((7-Chloro-4-methoxychinolin-2-yl)oxy)piperidin-1-yl)-5-methyl-6-oxo-5,6-dihydro-1,5-naphthyridin-2-carbonitril ClC1=CC=C2C(=CC(=NC2=C1)OC1CCN(CC1)C1=CC(N(C=2C=CC(=NC12)C#N)C)=O)OC